Trans-4-acetamidocyclohexanol C(C)(=O)N[C@@H]1CC[C@H](CC1)O